C1C(CCC2CCCCC12)OC(=O)C1=CC=2C(C3=CC=CC=C3C(C2C(C1)(N)N)=O)=O 4,4-diaminoanthraquinone-2-carboxylic acid decahydro-2-naphthyl ester